2-ethyl-hexyl isocyanate C(C)C(CN=C=O)CCCC